tert-butyl 6-chloro-5-fluoro-3-methyl-1H-indole-1-carboxylate ClC1=C(C=C2C(=CN(C2=C1)C(=O)OC(C)(C)C)C)F